8-((1S,2S)-2-(difluoromethyl)cyclopropyl)-6-(2,4-dimethoxypyrimidine-5-yl)imidazo[1,2-b]pyridazin-2-ol FC([C@@H]1[C@H](C1)C=1C=2N(N=C(C1)C=1C(=NC(=NC1)OC)OC)C=C(N2)O)F